2-Chloro-5-{[(3-hydroxy-2,2-dimethylpropionyl)amino]methyl}-N-(1-methyl-1H-indazol-4-yl)benzamide ClC1=C(C(=O)NC2=C3C=NN(C3=CC=C2)C)C=C(C=C1)CNC(C(CO)(C)C)=O